FC1=C(OC(C(=O)OCC)(C)C)C=CC(=C1)CN1C(N(CC1)C1=CC=C(C=C1)C(F)(F)F)=O Ethyl 2-(2-fluoro-4-((2-oxo-3-(4-(trifluoromethyl) phenyl) imidazolin-1-yl) methyl) phenoxy)-2-methylpropionate